2-(dibenzothiophene-1-yl)-2,2-difluoroacetate C1(=CC=CC=2SC3=C(C21)C=CC=C3)C(C(=O)[O-])(F)F